tert-butyl (3S)-3-[[4-[1-(benzenesulfonyl)-6-[1-(2-hydroxy-2-methyl-propyl)pyrazol-4-yl]indol-3-yl]-5-(trifluoromethyl)pyrimidin-2-yl]amino]piperidine-1-carboxylate C1(=CC=CC=C1)S(=O)(=O)N1C=C(C2=CC=C(C=C12)C=1C=NN(C1)CC(C)(C)O)C1=NC(=NC=C1C(F)(F)F)N[C@@H]1CN(CCC1)C(=O)OC(C)(C)C